5-[1-(cyclobutyl-methyl)-8-dimethylamino-2-oxo-8-phenyl-1,3-diazaspiro[4.5]decan-3-yl]-pyrimidine-2-carbonitrile C1(CCC1)CN1C(N(CC12CCC(CC2)(C2=CC=CC=C2)N(C)C)C=2C=NC(=NC2)C#N)=O